ClC=1N=C2C(=C(C(N(C2=CC1)C)=O)C#N)N1CCC(CC1)OC1=CC=C(C=C1)C(F)(F)F 6-chloro-1-methyl-2-oxo-4-(4-(4-(trifluoromethyl)phenoxy)piperidin-1-yl)-1,2-dihydro-1,5-naphthyridine-3-carbonitrile